N1C=C(C2=CC=CC=C12)CN(C)C 1-(1H-indol-3-yl)-N,N-dimethylmethylamine